1-bromo-4-(difluoromethoxy)-2-methoxybenzene BrC1=C(C=C(C=C1)OC(F)F)OC